10-fluoro-9-((4-(((S)-2-hydroxy-1-phenylethyl)amino)-5-(3-(quinuclidin-4-yl)-1,2,4-oxadiazol-5-yl)pyrimidin-2-yl)amino)-1,3,4,10b-tetrahydro-6H-[1,4]oxazino[3,4-a]isoindol-6-one FC=1C(=CC=C2C(N3C(C12)COCC3)=O)NC3=NC=C(C(=N3)N[C@H](CO)C3=CC=CC=C3)C3=NC(=NO3)C31CCN(CC3)CC1